16-(azepan-1-yl)-5,14-dioxo-6,13-dioxa-9,10-dithia-4-azahexadecane-1,2-diyl dioleate C(CCCCCCC\C=C/CCCCCCCC)(=O)OCC(CNC(OCCSSCCOC(CCN1CCCCCC1)=O)=O)OC(CCCCCCC\C=C/CCCCCCCC)=O